FC1C(C1)C(=O)N e-2-fluorocyclopropanecarboxamide